O-(4-chlorophenyl)hydroxylamine ClC1=CC=C(C=C1)ON